[4-(4-chlorophenoxy)-2-trifluoromethylphenyl]-2-methyloxirane ClC1=CC=C(OC2=CC(=C(C=C2)C2(OC2)C)C(F)(F)F)C=C1